C(C)(C)(C)OC(=O)N1CCN(CC1)C=1C=C2C(=NC=NC2=CC1)NC1=CC(=C(C=C1)OC1=CC=2N(C=C1)N=CN2)C.C(C2=CC=CC=C2)S(=O)[O-].C(C2=CC=CC=C2)S(=O)[O-].[Zn+2] zinc ditoluenesulfinate tert-butyl-4-{4-[(3-methyl-4-{[1,2,4]triazolo[1,5-a]pyridin-7-yloxy}phenyl)amino]quinazolin-6-yl}piperazine-1-carboxylate